5-(1-fluoro-2-methylpropan-2-yl)-1,2,4-oxadiazole-3-carbonyl chloride FCC(C)(C)C1=NC(=NO1)C(=O)Cl